CN(CCCC[C@H](NC([C@@H](NC(CCCC#CC=1C=NC(=NC1)S(=O)(=O)C)=O)C(C)C)=O)C(=O)O)C N6,N6-dimethyl-N2-((6-(2-(methanesulfonyl)pyrimidin-5-yl)hexan-5-ynoyl)-L-valinyl)-L-lysine